5-(2-(2-(Pyridin-4-ylmethoxy)pyridin-4-yl)-1H-pyrrolo[2,3-b]pyridin-4-yl)-1H-indazol-3-amine N1=CC=C(C=C1)COC1=NC=CC(=C1)C1=CC=2C(=NC=CC2C=2C=C3C(=NNC3=CC2)N)N1